(4aR,8aS)-6-(1H-1,2,4-Triazole-1-carbonyl)hexahydro-2H-pyrido[4,3-b][1,4]oxazin N1(N=CN=C1)C(=O)N1C[C@@H]2[C@@H](OCCN2)CC1